C[C@H]1CN(CC[C@H]1C(=O)OC)C(=O)OCC1=CC=CC=C1 cis-1-benzyl 4-methyl (3R,4R)-3-methylpiperidine-1,4-dicarboxylate